tert-butyl (1-(4-hydroxycyclohexyl)-2-methyl-propan-2-yl)carbamate OC1CCC(CC1)CC(C)(C)NC(OC(C)(C)C)=O